CNC(=O)C1=CC=C2N(CCC3N2CCN(C3)CC3=CC=2NC(N(C(C2S3)=O)C)=O)C1=O N-methyl-3-((3-methyl-2,4-dioxo-1,2,3,4-tetrahydrothieno[3,2-d]pyrimidin-6-yl)methyl)-8-oxo-2,3,4,4a,5,6-hexahydro-1H,8H-pyrazino[1,2-c]pyrido[1,2-a]pyrimidine-9-carboxamide